NC1CCN(CC1)C1=NC=C(C=N1)OC1=NC(=CC(=C1)CN1CCC(CC1)CNC(C)=O)C1=CC(=CC(=C1)Cl)Cl N-((1-((2-((2-(4-amino-piperidin-1-yl)pyrimidin-5-yl)oxy)-6-(3,5-dichloro-phenyl)pyridin-4-yl)methyl)piperidin-4-yl)methyl)acetamide